2-(2-methylmorpholino)-N-(pyridin-4-yl)pyrimidin-4-amine CC1OCCN(C1)C1=NC=CC(=N1)NC1=CC=NC=C1